monoethyl phosphinate iron [Fe].[PH2](OCC)=O